CC=1C=C(C=CC1)C1=NN=C(S1)NC(=O)C=1C(N(C2=CC=CC=C2C1O)CC)=O N-(5-(3-methylphenyl)-1,3,4-thiadiazol-2-yl)-1-ethyl-4-hydroxy-2-quinolone-3-carboxamide